6-{4-[(2-fluorophenyl)amino]-3-isopropylimidazo[4,5-c]pyridin-6-yl}-1'-[(3R)-pyrrolidine-3-carbonyl]-1-[(1s,3s)-3-(piperidin-1-yl)cyclobutyl]spiro[indole-3,4'-piperidin]-2-one FC1=C(C=CC=C1)NC1=NC(=CC2=C1N(C=N2)C(C)C)C2=CC=C1C(=C2)N(C(C12CCN(CC2)C(=O)[C@H]2CNCC2)=O)C2CC(C2)N2CCCCC2